methyl (S)-4-(3-(4-(trifluoromethyl)phenoxy)pyrrolidin-1-yl)benzoate FC(C1=CC=C(O[C@@H]2CN(CC2)C2=CC=C(C(=O)OC)C=C2)C=C1)(F)F